NC1=C2C(=NC=C1)N(C(=C2)C2=NC1=C(N2C)C=CC(=C1)C(=O)N1C[C@@H](CCC1)NC(OC(C)(C)C)=O)CC1CC1 Tert-butyl N-[(3R)-1-{2-[4-amino-1-(cyclopropylmethyl)-1H-pyrrolo[2,3-b]pyridin-2-yl]-1-methyl-1H-1,3-benzodiazole-5-carbonyl}piperidin-3-yl]carbamate